C(C(=C)C)(=O)C1C(=O)N(C(C1)=O)O methacryloyl-N-hydroxysuccinimide